(R)-3-(4-(ethylsulfonyl)-1-(phenyl(tetrahydro-2H-pyran-4-yl)methyl)-1H-indol-2-yl)-1-methyl-1H-pyrrolo[2,3-c]pyridin-7-ol C(C)S(=O)(=O)C1=C2C=C(N(C2=CC=C1)[C@H](C1CCOCC1)C1=CC=CC=C1)C1=CN(C2=C(N=CC=C21)O)C